(E)-1-(2-Hydroxy-4,6-dimethoxyphenyl)-3-[3-[5-[(E)-3-(2-hydroxy-4,6-dimethoxyphenyl)-3-oxoprop-1-enyl]-2-methoxyphenyl]-4-methoxyphenyl]prop-2-en-1-one OC1=C(C(=CC(=C1)OC)OC)C(\C=C\C1=CC(=C(C=C1)OC)C1=C(C=CC(=C1)\C=C\C(=O)C1=C(C=C(C=C1OC)OC)O)OC)=O